4'-cyclohexyl-(1,1'-biphenyl) C1(CCCCC1)C1=CC=C(C=C1)C1=CC=CC=C1